17-heptyl-7-(3-hydroxypropyl)-15,15-dimethyl-14,16,18-trioxa-7-aza-15-silahexacosyl 2-hexyldecanoate C(CCCCC)C(C(=O)OCCCCCCN(CCCCCCO[Si](OC(OCCCCCCCC)CCCCCCC)(C)C)CCCO)CCCCCCCC